trans-nonene C=CCCCCCCC